1-((1s,3r)-3-(((tert-butyldimethylsilyl)oxy)methyl)-1-methyl-5-(1-methyl-1H-pyrazol-4-yl)-3,4-dihydroisoquinolin-2(1H)-yl)-2-(2,6-dichlorophenyl)ethan-1-one TRIOXYGEN O=[O+][O-].[Si](C)(C)(C(C)(C)C)OC[C@@H]1N([C@H](C2=CC=CC(=C2C1)C=1C=NN(C1)C)C)C(CC1=C(C=CC=C1Cl)Cl)=O